[Si](C)(C)(C(C)(C)C)O[C@@H](CC(=O)OC)C methyl (3R)-3-[tert-butyl (dimethyl)silyl]oxybutanoate